2-((methylamino)methyl)-1-(4-methylphenyl)cyclohexan-1-ol CNCC1C(CCCC1)(O)C1=CC=C(C=C1)C